C1(=CC=CC=C1)CC(=O)NC1CC(C1)N1C2=NC=NC(=C2N=C1)NC1=CC=C(C=C1)N1CCN(CC1)C1CC2(C1)CCN(CC2)C(=O)OC(C)(C)C tert-Butyl 2-(4-(4-((9-((1s,3s)-3-(2-phenylacetamido)cyclobutyl)-9H-purin-6-yl)amino)phenyl) Piperazin-1-yl)-7-azaspiro[3.5]nonane-7-carboxylate